N-[(3S,4R,5S)-3-fluoro-5-methyl-1-(tetrahydro-2H-pyran-4-yl)-4-piperidyl]-6-[3-(4-mesyl-2-anisidino)-1-propynyl]-1-(2,2,2-trifluoroethyl)-1H-1,3-benzimidazole-4-carboxamide F[C@H]1CN(C[C@@H]([C@H]1NC(=O)C1=CC(=CC=2N(C=NC21)CC(F)(F)F)C#CCNC=2C(OC)=CC=C(C2)S(=O)(=O)C)C)C2CCOCC2